(R)-4-methyl-5-(3-morpholino-5-((tetrahydrofuran-3-yl)sulfonyl)phenyl)thiazol-2-amine CC=1N=C(SC1C1=CC(=CC(=C1)S(=O)(=O)[C@H]1COCC1)N1CCOCC1)N